1-ethyl-3-methylimidazolium bistrifluoromethylsulfimide salt FC(F)(F)S(=N)C(F)(F)F.C(C)N1C=[N+](C=C1)C